BrC1=C(C(=O)C2=NN(C(=C2)C#N)C)C=CC=N1 3-(2-bromonicotinoyl)-1-methyl-1H-pyrazole-5-carbonitrile